2-(difluoromethoxy)-4-(2,5-dimethylpyrrol-1-yl)-N-ethyl-6-methoxy-benzamide FC(OC1=C(C(=O)NCC)C(=CC(=C1)N1C(=CC=C1C)C)OC)F